(S)-8-(2-amino-6-((R)-1-(4'-((dimethylamino)methyl)-[1,1'-biphenyl]-4-yl)-2,2,2-trifluoroethoxy)pyrimidin-4-yl)-2,8-diazaspiro[4.5]decane-3-carboxylic acid NC1=NC(=CC(=N1)N1CCC2(C[C@H](NC2)C(=O)O)CC1)O[C@@H](C(F)(F)F)C1=CC=C(C=C1)C1=CC=C(C=C1)CN(C)C